2-(1H-pyrrol-1-yl)ethanamine thiocyanate [S-]C#N.N1(C=CC=C1)CCN